tert-butyl 2-benzyl-2,5-diazaspiro[3.4]octane-5-carboxylate C(C1=CC=CC=C1)N1CC2(C1)N(CCC2)C(=O)OC(C)(C)C